NC=1C(N(C2=C(N1)SC(=C2)C(=O)NC2=CC=CC=C2)C2=C(C=C(C=C2)Cl)Cl)=O 3-amino-1-(2,4-dichlorophenyl)-2-oxo-N-phenyl-1,2-dihydrothieno[2,3-b]pyrazine-6-carboxamide